4-(3,5-bis(trifluoromethyl)phenyl)piperidin-1-yl-(5-(methylsulfonyl)-4,5,6,7-tetrahydro-1H-pyrazolo[4,3-c]pyridin-3-yl)methanone FC(C=1C=C(C=C(C1)C(F)(F)F)C1CCN(CC1)C(=O)C1=NNC2=C1CN(CC2)S(=O)(=O)C)(F)F